NC(C(=O)[O-])CNC(=O)C1=CC2=NC=CC(=C2S1)C1CC1 2-amino-3-(7-cyclopropylthieno[3,2-b]pyridine-2-carboxamido)propanoate